CN(CCON=C1C=2N(C=3C=CC=CC13)C(C1=C(N2)N=CC=C1)=O)C 11-((2-(dimethylamino)ethoxy)imino)pyrido[2',3':4,5]pyrimido[1,2-a]indole-5(11H)-one